5-(Phenylamino)benzo[c]isoxazole-3-carboxylic acid C1(=CC=CC=C1)NC1=CC=2C(=NOC2C(=O)O)C=C1